4-[[2-(4-tert-butyl-2-chloro-5-hydroxy-phenyl)acetyl]amino]-N-(1-cyano-1-methyl-ethyl)pyridine-2-carboxamide C(C)(C)(C)C1=CC(=C(C=C1O)CC(=O)NC1=CC(=NC=C1)C(=O)NC(C)(C)C#N)Cl